3-amino-1-(4-vinylbenzyl)-1H-1,2,4-triazole NC1=NN(C=N1)CC1=CC=C(C=C1)C=C